C([O-])([O-])=O.[K+].OCC1(CCN(CC1)C(=O)OC(C)(C)C)CO.[K+] tert-butyl 4,4-bis(hydroxymethyl)piperidine-1-carboxylate Potassium carbonate